O.C(CCCC)(=O)O.C(CCCC)(=O)O.C(CCCC)(=O)O tripentanoic acid hydrate